CN(C1CN(C1)C1=C2C(=NC=NC2=CC=C1[N+](=O)[O-])N)C 5-(3-(dimethylamino)azetidin-1-yl)-6-nitroquinazolin-4-amine